3-((3-(((1-(4-(6-hydroxy-2-phenyl-1,2,3,4-tetrahydronaphthalen-1-yl)phenyl)piperidin-4-yl)(methyl)amino)methyl)phenyl)amino)piperidine-2,6-dione OC=1C=C2CCC(C(C2=CC1)C1=CC=C(C=C1)N1CCC(CC1)N(C)CC=1C=C(C=CC1)NC1C(NC(CC1)=O)=O)C1=CC=CC=C1